2-cyano-4-(6-fluoropyridin-3-yl)-3-[4-(4-methyl-1,2,4-triazol-3-yl)piperidin-1-yl]benzoic acid C(#N)C1=C(C(=O)O)C=CC(=C1N1CCC(CC1)C1=NN=CN1C)C=1C=NC(=CC1)F